P(O)(=O)(OP(=O)(O)OP(=O)(O)O)OC[C@@H]1[C@H]([C@H]([C@@H](O1)N1C(=O)N=C(NC(CCC)=O)C(=C1)C)O)O 5-methyl-N4-butyrylcytidine triphosphate